N1=C(C=CC=2CCCNC12)CN1CC2(CNC2)CC1 6-((5,6,7,8-tetrahydro-1,8-naphthyridin-2-yl)methyl)-2,6-diazaspiro[3.4]octane